6-[(2S)-2-aminopropyl]-2-chloro-7-ethyl-N-(2-furylmethyl)thieno[3,2-d]Pyrimidin-4-amine hydrochloride Cl.N[C@H](CC1=C(C=2N=C(N=C(C2S1)NCC=1OC=CC1)Cl)CC)C